The molecule is an aminoacyl phosphate consisting of N-acetyl-L-2-aminoadipic acid having the phosphate group located at the 6-position. It derives from a L-2-aminoadipic acid. It is a conjugate acid of a N-acetyl-L-2-aminoadipate 6-phosphate(3-). CC(=O)N[C@@H](CCCC(=O)OP(=O)(O)O)C(=O)O